C(C)(C)(C)OC(=O)N1CC([C@@H](CC1)OC1=C(C=C(C(=C1)C#N)N)OC)(F)F (R)-4-(4-amino-5-cyano-2-methoxyphenoxy)-3,3-difluoropiperidine-1-carboxylic acid tert-butyl ester